NC1=NC(=C2N=CN(C2=N1)[C@H]1C(C([C@H](O1)CO)O)OC)N (2R,5R)-5-(2,6-diaminopurin-9-yl)-2-(hydroxymethyl)-4-methoxy-tetrahydrofuran-3-ol